N1C(=NC2=C1C=CC=C2)C2=NNC1=CC=C(C=C21)C(=O)NC2CCN(CC2)CCN2C(C1=CC=CC=C1C2=O)=O 3-(1H-benzo[d]imidazol-2-yl)-N-(1-(2-(1,3-dioxoisoindolin-2-yl)ethyl)piperidin-4-yl)-1H-indazole-5-carboxamide